(1S,3R)-2-(2-fluoro-2-methylpropyl)-1-(6-fluoropyridin-3-yl)-3-methyl-1,2,3,4-tetrahydroisoquinolin-6-yl trifluoromethanesulfonate FC(S(=O)(=O)OC=1C=C2C[C@H](N([C@@H](C2=CC1)C=1C=NC(=CC1)F)CC(C)(C)F)C)(F)F